2,5-dimethyl-1-(3-(trimethoxysilyl)propyl)-1H-pyrrole CC=1N(C(=CC1)C)CCC[Si](OC)(OC)OC